ClC1=CN=CC(=N1)N 6-chloropyrazin-2-amine